C(C=C)(=O)OC1=CC=C(C=C1)OC(C=C)=O 1,4-bisacryloxybenzene